The molecule is the dolichyl diphosphooligosaccharide(2-) species that is the dianion formed by loss of protons from the diphospho linkage in alpha-D-Man-(1->3)-beta-D-Man-(1->4)-beta-D-GlcNAc-(1->4)-D-GlcNAc(PP-Dol); major microspecies at pH 7.3. It is a conjugate base of an alpha-D-Man-(1->3)-beta-D-Man-(1->4)-beta-D-GlcNAc-(1->4)-D-GlcNAc(PP-Dol). CC(CC/C=C(/C)\\CC/C=C(\\C)/CC/C=C(\\C)/CCC=C(C)C)CCOP(=O)([O-])OP(=O)([O-])OC1[C@@H]([C@H]([C@@H]([C@H](O1)CO)O[C@H]2[C@@H]([C@H]([C@@H]([C@H](O2)CO)O[C@H]3[C@H]([C@H]([C@@H]([C@H](O3)CO)O)O[C@@H]4[C@H]([C@H]([C@@H]([C@H](O4)CO)O)O)O)O)O)NC(=O)C)O)NC(=O)C